1-(4-(4-((3-chloro-4-(3-(trifluoromethyl)phenoxy)phenyl)amino)-7H-pyrrolo[2,3-d]pyrimidin-5-yl)piperidin-1-yl)prop-2-en-1-one ClC=1C=C(C=CC1OC1=CC(=CC=C1)C(F)(F)F)NC=1C2=C(N=CN1)NC=C2C2CCN(CC2)C(C=C)=O